3-(2-(6-chloronaphthalen-2-yl)vinyl)-N-(2-(2-cyano-2-ethyl-4,4-difluoropyrrolidin-1-yl)-2-oxoethyl)isonicotinamide ClC=1C=C2C=CC(=CC2=CC1)C=CC1=C(C(=O)NCC(=O)N2C(CC(C2)(F)F)(CC)C#N)C=CN=C1